tert-butyl 4-{6-bromo-4-oxothieno[3,2-d]pyrimidin-3-yl}-2-methylpiperidine-1-carboxylate BrC1=CC=2N=CN(C(C2S1)=O)C1CC(N(CC1)C(=O)OC(C)(C)C)C